C=12CNCCNCCNCC(C=CC1)=N2 3,6,9,15-tetraaza-bicyclo[9.3.1]pentadeca-1(14),11(15),12-triene